4,4'-bis(α,α-dimethylbenzyl)diphenylamine CC(C)(C1=CC=CC=C1)C2=CC=C(C=C2)NC3=CC=C(C=C3)C(C)(C)C4=CC=CC=C4